2-chloro-5-{[(cyclopropylcarbonyl)amino]methyl}-N-[1-(pyridin-3-yl)-1H-indazol-4-yl]benzamide ClC1=C(C(=O)NC2=C3C=NN(C3=CC=C2)C=2C=NC=CC2)C=C(C=C1)CNC(=O)C1CC1